[2-chloro-4-[(4-chlorophenoxy)carbothioylamino]phenyl]boronic acid ClC1=C(C=CC(=C1)NC(=S)OC1=CC=C(C=C1)Cl)B(O)O